C1(CC1)C1=NC2=C(N1)C(=CC=C2[N+](=O)[O-])N2C=NC=C2 2-Cyclopropyl-7-(1H-imidazole-1-yl)-4-nitro-1H-benzo[d]imidazole